C(=O)(O)C=1C=C(C=CC1C(=O)O)OC1=CC(=C(C=C1)C(=O)O)C(=O)O Bis(3,4-dicarboxyphenyl) ether